N(=[N+]=[N-])[C@H]1[C@H](NCC1)C(=O)N(C=1C=C(C=CC1)C)C (2S,3R)-3-azido-N-methyl-N-(m-tolyl)pyrrolidine-2-carboxamide